[6-[7-(aminomethyl)-7-(4-methyl-1,3-thiazol-2-yl)-3-azabicyclo[4.1.0]heptan-3-yl]-3-(2,3-dichlorophenyl)-1H-pyrazolo[3,4-b]pyrazin-5-yl]methanol NCC1(C2CCN(CC12)C1=C(N=C2C(=N1)NN=C2C2=C(C(=CC=C2)Cl)Cl)CO)C=2SC=C(N2)C